FC(C1=NN=C(S1)N1N=CC2=C(C=CC=C12)C=1N=CSC1)F 1-[5-(difluoromethyl)(1,3,4-thiadiazol-2-yl)]-4-(1,3-thiazol-4-yl)-1H-indazol